5-(5-cyano-2-cyclopropoxyphenyl)-N-((3R,5R)-1-cyano-5-(fluoromethyl)pyrrolidin-3-yl)oxazole-2-carboxamide C(#N)C=1C=CC(=C(C1)C1=CN=C(O1)C(=O)N[C@H]1CN([C@H](C1)CF)C#N)OC1CC1